ClC1=C(C(=CC=2N(C=NC21)C)Cl)C2=CC=CN1C(=CC=C21)C(=O)C2=CC(=C(C(=C2)F)NC(\C=C\CNC2CCC(CC2)OC)=O)F (E)-N-(4-(8-(4,6-dichloro-1-methyl-1H-benzo[d]imidazol-5-yl)indolizine-3-carbonyl)-2,6-difluorophenyl)-4-(((1r,4r)-4-methoxycyclohexyl)amino)but-2-enamide